C[C@@H]1N([C@@H](CC(C1)(C1=NC=CC=C1)CCC1=NC=C(C=C1)F)C)C(C)C=1C=NC(=CC1)C 2-(2-((2S,6R)-2,6-dimethyl-1-(1-(6-methylpyridin-3-yl)ethyl)-4-(pyridin-2-yl)piperidin-4-yl)ethyl)-5-fluoropyridine